3-(7-(8-oxa-3-azabicyclo[3.2.1]octane-3-yl)-1-methyl-1H-pyrazolo[4,3-b]pyridine-5-yl)-8-oxa-3-azabicyclo[3.2.1]octane C12CN(CC(CC1)O2)C2=C1C(=NC(=C2)N2CC3CCC(C2)O3)C=NN1C